1-(2,6-dichlorophenyl)-N-[4-(2,4-dioxo-1,2,3,4,8,9,10,11-octahydronaphtho[1,2-b][1,4]diazepin-5-yl)phenyl]methanesulfonamide ClC1=C(C(=CC=C1)Cl)CS(=O)(=O)NC1=CC=C(C=C1)N1C2=C(NC(CC1=O)=O)C=1CCCCC1C=C2